5-amino-8-mercapto-quinoline NC1=C2C=CC=NC2=C(C=C1)S